NCO[Si](OC)(C)CC(C)C aminoisobutylmethyldimethoxy-silane